4-[[(1R)-1-[3-(difluoromethyl)-2-fluoro-phenyl]ethyl]amino]-6-[(1S,2R)-2-(5-fluoro-3-pyridinyl)cyclopropyl]-2-methyl-pyrido[3,4-d]pyridazine-1,7-dione FC(C=1C(=C(C=CC1)[C@@H](C)NC1=NN(C(C=2C1=CN(C(C2)=O)[C@@H]2[C@H](C2)C=2C=NC=C(C2)F)=O)C)F)F